FC(F)(F)C1=NC=CC=C1 (trifluoromethyl)-pyridin